NC1=NC(NC=C1C=O)=O 4-AMINO-1,2-DIHYDRO-2-OXO-5-PYRIMIDINECARBOXALDEHYDE